(1S,3S,5S)-N-(3-(N-hydroxycarbamimidoyl)-4,5,6,7-tetrahydrobenzo[b]thiophen-6-yl)-5-methyl-2-((4-phenoxybenzoyl)glycyl)-2-azabicyclo[3.1.0]hexane-3-carboxamide ONC(=N)C=1C2=C(SC1)CC(CC2)NC(=O)[C@H]2N([C@H]1C[C@]1(C2)C)C(CNC(C2=CC=C(C=C2)OC2=CC=CC=C2)=O)=O